BrCC(=O)C1=CC=CC=C1 alpha-bromoacetophenone